(4-(benzofuran-7-yl)thiophen-2-yl)-4-oxobutanoic acid O1C=CC2=C1C(=CC=C2)C=2C=C(SC2)C(C(=O)O)CC=O